3-(7-cyclohexylpyrazolo[1,5-a]pyrimidin-6-yl)urea C1(CCCCC1)C1=C(C=NC=2N1N=CC2)NC(N)=O